BrC=1C=C(C=CC1)N1C2=CC=CC=C2C=2C=CC=CC12 9-(3-bromophenyl)-carbazole